C(C)OC(=O)C=1C(N(C2=CC=C(C=C2C1O)Br)CCN1CCOCC1)=O 6-bromo-4-hydroxy-1-(2-morpholinoethyl)-2-oxo-quinoline-3-carboxylic acid ethyl ester